N6-benzyladenosine C1=CC=C(C=C1)CNC2=C3C(=NC=N2)N(C=N3)[C@H]4[C@@H]([C@@H]([C@H](O4)CO)O)O